COC=1C=C2SC3=NC(=CN3C2=CC1)C(=O)NCC=1C=NC=CC1 10-methoxy-N-(pyridin-3-ylmethyl)-7-thia-2,5-diazatricyclo[6.4.0.02,6]dodeca-1(12),3,5,8,10-pentaene-4-carboxamide